Methyl 4-(p-tolylsulfonyloxy)cyclohexanecarboxylate C1(=CC=C(C=C1)S(=O)(=O)OC1CCC(CC1)C(=O)OC)C